(4-bromo-1-methyl-1H-pyrazol-3-yl)-5-chloropyridine BrC=1C(=NN(C1)C)C1=NC=C(C=C1)Cl